FC1CC(N(C1)C(CC1=CN=NN1C)=O)C(=O)NC(C1=CC=C(C=C1)C(C)C)C1=CC=CC=C1 4-fluoro-1-[2-(1-methyl-1H-1,2,3-triazol-5-yl)acetyl]-N-{phenyl-[4-(propan-2-yl)phenyl]methyl}pyrrolidine-2-carboxamide